C1(=CC=CC=C1)S(=O)(=O)N1CCC2=CC=C(C=C12)C(=O)NC1=CC=C(C(=O)O)C=C1 4-[(1-Benzenesulfonyl-2,3-dihydro-1H-indole-6-carbonyl)-amino]-benzoic acid